CC1=CC=C(C=C1)NC=NC1=CC=C(C=C1)C N,N'-bis(4-methylphenyl)formamidine